C1N(CCC2=CC=CC=C12)C[C@H](CN1CCOC2=C(C1=O)C=CC(=C2)CN2CC(CC(C2)C)C)O 4-[(2R)-3-(3,4-dihydro-1H-isoquinolin-2-yl)-2-hydroxy-propyl]-8-[(3,5-dimethyl-1-piperidinyl)methyl]-2,3-dihydro-1,4-benzoxazepin-5-one